FC(C=1C=CC(=NC1)OC1CC2(CC1)CCN(CC2)C(=O)OC(C)(C)C)(F)F tert-butyl 2-((5-(trifluoromethyl)pyridin-2-yl)oxy)-8-azaspiro[4.5]decane-8-carboxylate